NC=1C(=CN(C(N1)N1CCN(CC1)CC(C)N)C)SC1=C(C(=CC=C1)Cl)Cl 6-amino-2-(4-(2-aminopropyl)piperazin-1-yl)-5-((2,3-dichlorophenyl)thio)-3-methylpyrimidine